C(C)N(CC=C)CCC1=CNC2=C(C=CC=C12)OC N-ethyl-N-(2-(7-methoxy-1H-indol-3-yl)ethyl)prop-2-en-1-amine